5-[(1S,5R)-3,8-Diazabicyclo[3.2.1]octan-3-yl]-N-[(1R)-1-[3-(1,3-dimethylpyrazol-4-yl)-5-methoxy-phenyl]ethyl]-2-methyl-benzamide [C@@H]12CN(C[C@@H](CC1)N2)C=2C=CC(=C(C(=O)N[C@H](C)C1=CC(=CC(=C1)OC)C=1C(=NN(C1)C)C)C2)C